ClC=1C=NN(C1C1=NN2C(N(C(CC2)=O)CC2=CC(=C(C=C2)N2N=C(C=C2OC)C(F)(F)F)F)=C1)C(C)C 2-(4-chloro-1-isopropyl-1H-pyrazol-5-yl)-4-(3-fluoro-4-(5-methoxy-3-(trifluoromethyl)-1H-pyrazol-1-yl)benzyl)-6,7-dihydropyrazolo[1,5-a]pyrimidin-5(4H)-one